C(C)(C)(C)OC(=O)N1C[C@@H](OCC1)C#C (S)-4-tert-butoxycarbonyl-2-ethynylmorpholine